(1R,2S,5S)-6,6-dimethyl-3-[(2S,3R)-3-(1-methylcyclobutoxy)-2-[(2,2,2-trifluoroacetyl)amino]butanoyl]-3-azabicyclo[3.1.0]hexane CC1([C@H]2CN(C[C@@H]12)C([C@H]([C@@H](C)OC1(CCC1)C)NC(C(F)(F)F)=O)=O)C